N-(1-(4-((5-chloro-4-(1H-indol-3-yl)pyrimidin-2-yl)amino)-3-methoxy-phenyl)piperidin-4-yl)-12-((2-(2,6-dioxopiperidin-3-yl)-1,3-dioxoisoindolin-4-yl)amino)-N-methyl-dodecanamide ClC=1C(=NC(=NC1)NC1=C(C=C(C=C1)N1CCC(CC1)N(C(CCCCCCCCCCCNC1=C2C(N(C(C2=CC=C1)=O)C1C(NC(CC1)=O)=O)=O)=O)C)OC)C1=CNC2=CC=CC=C12